2-methyl-N-[(1R)-1-[2-(1-methyl-1H-pyrazol-4-yl)quinolin-4-yl]ethyl]-5-(piperazin-1-yl)benzamide CC1=C(C(=O)N[C@H](C)C2=CC(=NC3=CC=CC=C23)C=2C=NN(C2)C)C=C(C=C1)N1CCNCC1